N-((1R,2S)-2-aminocyclopentyl)-4-(3-methyl-1H-pyrrolo[2,3-b]pyridin-4-yl)-3,4-dihydro-2H-1,4-thiazine-6-carboxamide hydrochloride Cl.N[C@@H]1[C@@H](CCC1)NC(=O)C1=CN(CCS1)C1=C2C(=NC=C1)NC=C2C